[Cu]=S.[Fe] iron-copper sulfide